C(C)OC(C(C1=C(C=CC(=C1)F)OCOC)N1C(C2=CC(=CC=C2C1)Br)=O)=O (6-bromo-1-oxo-isoindolin-2-yl)-2-[5-fluoro-2-(methoxymethoxy)phenyl]acetic acid ethyl ester